1,2-dimethyl-1,2-cyclopentanediol CC1(C(CCC1)(O)C)O